4-oxochroman-8-sulfonamide O=C1CCOC2=C(C=CC=C12)S(=O)(=O)N